1,6-bis(2,3-epithiopropoxy)hexane C(C1CS1)OCCCCCCOCC1CS1